4-amino-N-(2-chloro-4-fluorobenzyl)-N-cyclobutyl-7-fluoroimidazo[1,5-a]quinoxaline-8-carboxamide NC=1C=2N(C3=CC(=C(C=C3N1)F)C(=O)N(C1CCC1)CC1=C(C=C(C=C1)F)Cl)C=NC2